NC1=C(C=2C(=NC(=C(C2)C)C)N1C1=C(C(=NC=C1C)O)C)C(=O)N 2-amino-1-(2-hydroxy-3,5-dimethylpyridin-4-yl)-5,6-dimethyl-1H-pyrrolo[2,3-b]pyridine-3-carboxamide